3-(4-Chloro-2,6-dimethylphenyl)-4-hydroxy-8-methoxy-1,8-diazaspiro[4.5]dec-3-en-2-on ClC1=CC(=C(C(=C1)C)C=1C(NC2(C1O)CCN(CC2)OC)=O)C